N-(2-(4-((1S,4S)-2-oxa-5-azabicyclo[2.2.1]heptane-5-yl)piperidine-1-yl)-5-((6-((S)-3-(2-chloro-3-fluorobenzyl)isoxazolidine-2-yl)pyrimidine-4-yl)amino)-4-methoxyphenyl)acrylamide [C@@H]12OC[C@@H](N(C1)C1CCN(CC1)C1=C(C=C(C(=C1)OC)NC1=NC=NC(=C1)N1OCC[C@@H]1CC1=C(C(=CC=C1)F)Cl)NC(C=C)=O)C2